S1C2=C(C=C1)C(=CC=C2)N2CCN(CC2)CCCCOC2=CC=C1CCC(N(C1=C2)COC(C(CCCCCCCCCC)(C)C)=O)=O 2,2-Dimethyldodecanoic acid 7-[4-(4-benzo[b]thiophen-4-ylpiperazin-1-yl)butoxy]-2-oxo-3,4-dihydro-2H-quinolin-1-ylmethyl ester